bis-(3-(triethoxysilyl)-propyl) disulfide C(C)O[Si](CCCSSCCC[Si](OCC)(OCC)OCC)(OCC)OCC